3-[[5-(3,4-difluorophenyl)-6-tetrahydropyran-4-yl-1H-pyrazolo[4,3-g]isoquinolin-8-yl]amino]cyclobutanecarboxylic acid FC=1C=C(C=CC1F)C1=C(N=C(C2=CC3=C(C=C12)C=NN3)NC3CC(C3)C(=O)O)C3CCOCC3